N-(6-chloropyridin-3-yl)-6-((1-(pyrimidin-2-ylmethyl)piperidin-4-yl)oxy)isoquinolin-1-amine ClC1=CC=C(C=N1)NC1=NC=CC2=CC(=CC=C12)OC1CCN(CC1)CC1=NC=CC=N1